(R)-6-hydroxy-6-isopropyl-2-(1H-pyrazol-4-yl)-6,7,8,9-tetrahydrothieno[2,3-c]quinolin-4(5H)-one O[C@]1(CCCC=2C3=C(C(NC12)=O)SC(=C3)C=3C=NNC3)C(C)C